C(CCC)OC1=C(C(=CC=C1)O)C(\C=C\C1=CC=C(C=C1)O)=O (E)-1-(2-Butoxy-6-hydroxyphenyl)-3-(4-hydroxyphenyl)prop-2-en-1-one